C(C)NC1=C(C=CC(=C1)OC)[C@H]1CC=2C=CC(=CC2CC1)O (R)-6-(2-(ethylamino)-4-methoxyphenyl)-5,6,7,8-tetrahydronaphthalen-2-ol